CC1(C2CC=C(C1C2)C(C=O)C)C (6,6-dimethyl-bicyclo[3.1.1]hept-2-en-2-yl)propanal